C(C=C)C1(CCC(CC1)N)NC(=O)C1CC1 N-((1s,4s)-1-Allyl-4-aminocyclohexyl)cyclopropanecarboxamide